C(=O)C=1C2=CC=C(N2)C(=C2C=CC(C(=C3C=CC(=C(C=4C=CC1N4)C4=CC=CC=C4)N3)C3=CC=CC=C3)=N2)C2=CC=CC=C2 5-formyl-10,15,20-triphenyl-porphyrin